BrCC(=O)NC(C)C1=CC2=C(OCCO2)C=C1 2-bromo-N-(1-(2,3-dihydrobenzo[b][1,4]dioxin-6-yl)ethyl)acetamide